NC=1C(=CC(=C(C1)NC1=NC=C(C(=N1)N1CC(C2=NC(=CC=C21)C)(C)C)C(=O)OC(C)C)OC)N2C[C@H](CC2)N(C)C isopropyl (S)-2-((5-amino-4-(3-(dimethyl-amino)pyrrolidin-1-yl)-2-methoxy-phenyl)amino)-4-(3,3,5-trimethyl-2,3-dihydro-1H-pyrrolo[3,2-b]pyridin-1-yl)pyrimidine-5-carboxylate